sodium propane-1,2,3-tricarboxylic acid C(C(CC(=O)O)C(=O)O)C(=O)O.[Na]